COC(C1=C(C(=CC(=C1)O)C=1SC(=CN1)CC)F)=O.C(C=CC1=CC=CC=C1)NCCC1=CC=C(C=C1)O Cinnamyl-tyramine methyl-3-(5-ethylthiazol-2-yl)-2-fluoro-5-hydroxy-benzoate